N[C@@H]1C(N(C2=C(OC1)C=C1C(=C2)N=C(O1)C1CC1)C)=O (S)-7-amino-2-cyclopropyl-5-methyl-7,8-dihydrooxazolo[4',5':4,5]benzo[1,2-b][1,4]oxazepine-6(5H)-one